C1CCN2C=CC(=C12)C(=O)O 2,3-dihydro-1H-pyrrolizine-7-carboxylic acid